C1(CC1)CN1C2=NC=NC(=C2N=C1)OC1=CC=C(C=C1)NC(=S)NC(C1=CC=CC=C1)=O N-((4-((9-(cyclopropylmethyl)-9H-purin-6-yl)oxy)phenyl)carbamothioyl)benzamide